N-(5,6-difluoro-1H-indol-3-yl)-1-((5-methyl-6-(2,2,2-trifluoroethoxy)pyridin-3-yl)methyl)-1H-pyrazole-4-carboxamide FC=1C=C2C(=CNC2=CC1F)NC(=O)C=1C=NN(C1)CC=1C=NC(=C(C1)C)OCC(F)(F)F